ClC1=C(C=C(OCCCC2=C(N(C3=C(C=CC=C23)C#C)CCN2CCOCC2)C(=O)O)C=C1C)C 3-[3-(4-chloro-3,5-dimethylphenoxy)propyl]-7-ethynyl-1-[2-(morpholin-4-yl)ethyl]-1H-indole-2-carboxylic acid